ClC=1C=NN(C(C1)=O)CC=1S(C=CC1)C[C@H]1OCC1 (S)-2-((4-chloro-6-oxopyridazin-1(6H)-yl)methyl)-1-(oxetan-2-ylmethyl)-1H-thiophene